[Na+].ClC=1C=C(OC(C(=O)[O-])C)C=CC1 2-(m-Chlorophenoxy)propionic acid, sodium salt